Tetrabenzoporphine Nickel (I) [Ni+].C1=2C3=C(C(N1)=CC=1C4=C(C(N1)=CC1=C5C(=C(N1)C=C1C6=C(C(=N1)C2)C=CC=C6)C=CC=C5)C=CC=C4)C=CC=C3